COC1=CC=C(C=C1)S(=O)(=O)CC=1N=CN(C1)C1=CC=C(C=C1)C1=NOC(=N1)C(F)(F)F 3-(4-(4-(((4-methoxyphenyl)sulfonyl)methyl)-1H-imidazol-1-yl)phenyl)-5-(trifluoromethyl)-1,2,4-oxadiazole